C1(CC1)CN1CCN(CC1)CC1=C(C=C(N)C=C1)Cl 4-((4-(cyclopropylmethyl)piperazin-1-yl)methyl)-3-chloroaniline